C(#N)C(NC(=O)[C@@H]1[C@@H]2[C@H](CN1C([C@H](CC1CC1)NC(C(F)(F)F)=O)=O)CCC2)C2=NN=CC1=CC=CC=C21 (3S,3aS,6aR)-N-[cyano(phthalazin-1-yl)methyl]-2-[(2S)-3-cyclopropyl-2-[(2,2,2-trifluoroacetyl)amino]propanoyl]-3,3a,4,5,6,6a-hexahydro-1H-cyclopenta[c]pyrrole-3-carboxamide